C(C#CC)N1CCN(CC1)C1=C(C=NC=C1)C1(C=CC=2N(C1)N=CC2C#N)C=2C=NN(C2)C 6-(4-(4-(but-2-ynyl)piperazin-1-yl)pyridin-3-yl)-6-(1-methyl-1H-pyrazol-4-yl)pyrazolo[1,5-a]pyridine-3-carbonitrile